ClC1=CC(=C(N=N1)N1CC2=CC=C(C=C2C1)S(=O)(=O)C)C#N 6-chloro-3-(5-(methylsulfonyl)isoindolin-2-yl)pyridazine-4-carbonitrile